4-amino-phenyl mercaptan NC1=CC=C(C=C1)S